ethyl 2-((2-((2,3-dimethylphenyl)amino)-2-oxoethyl)thio)-1H-imidazole-4-carboxylate CC1=C(C=CC=C1C)NC(CSC=1NC=C(N1)C(=O)OCC)=O